ClC=1N=C(C2=C(N1)C(=C(S2)C)C(C)(C)SC)N2[C@@H](COCC2)C (R)-4-(2-chloro-6-methyl-7-(2-(methylthio)propan-2-yl)thieno[3,2-d]pyrimidine-4-yl)-3-methylmorpholine